CC=1C=C(CN2C3(CC3)[C@H]([C@@H](C2)C=2C=NC=C(C2)OC)C#N)C=CC1C trans-4-(3,4-dimethylbenzyl)-6-(5-methoxypyridin-3-yl)-4-azaspiro[2.4]heptane-7-carbonitrile